C(C)OC(=O)N1CCC(CC1)C1=CC=C(C=C1)C(NC1=CC(=C(C=C1)C)NC1=NC=CC(=N1)C=1C=NC=CC1)=O 4-{4-[4-Methyl-3-(4-pyridin-3-yl-pyrimidin-2-ylamino)-phenylcarbamoyl]-phenyl}-piperidine-1-carboxylic acid ethyl ester